(7-methoxybenzo[d][1,3]dioxol-5-yl)propionamide COC1=CC(=CC2=C1OCO2)C(C(=O)N)C